C(C)(C)(C)N1C(N(C2=C1C=CC=C2C(C(=O)O)N([C@@H]2C[C@H](CC2)OCCCCC2=NC=1NCCCC1C=C2)C)C)=O 2-(1-(tert-butyl)-3-methyl-2-oxo-2,3-dihydro-1H-benzo[d]imidazol-4-yl)-2-(methyl((1S,3S)-3-(4-(5,6,7,8-tetrahydro-1,8-naphthyridin-2-yl)butoxy)cyclopentyl)amino)acetic acid